N-(2-(1-(Hydroxymethyl)cyclopropyl)ethyl)-4-(isopropylamino)-2-(thiazol-5-yl)thieno[2,3-b]pyridin-5-carboxamid OCC1(CC1)CCNC(=O)C=1C(=C2C(=NC1)SC(=C2)C2=CN=CS2)NC(C)C